C12C(CC(CC1)C2)C[C@H]([C@H](C(=O)O)C)O (2R,3R)-4-(exo-bicyclo[2.2.1]heptan-2-yl)-3-hydroxy-2-methylbutanoic acid